OCC(C)N1C=NC2=C(C1=O)C=C(N=C2C=2C=NC=CC2)C=2C=NC(=CC2)C(F)(F)F 3-(1-Hydroxy-prop-2-yl)-8-(pyridin-3-yl)-6-(6-(trifluoromethyl)pyridin-3-yl)pyrido[3,4-d]pyrimidin-4(3H)-one